C(C1=CC=CC=C1)OC=1C=C2C(=C(N(C2=CC1)CC1=CC=C(CCNC2CC2)C=C1)C1=CC=C(C=C1)OC)F N-(4-((5-(benzyloxy)-3-fluoro-2-(4-methoxyphenyl)-1H-indol-1-yl)methyl)phenethyl)cyclopropanamine